1-[3-[4-[3-[3-amino-6-(2-hydroxyphenyl)pyridazin-4-yl]-3,8-diazabicyclo[3.2.1]oct-8-yl]-2-pyridinyl]prop-2-ynyl]piperidin-3-ol NC=1N=NC(=CC1N1CC2CCC(C1)N2C2=CC(=NC=C2)C#CCN2CC(CCC2)O)C2=C(C=CC=C2)O